tert-butyl (2R,4R)-2-[(benzyloxy)methyl]-3,3-difluoro-4-[(methylsulfamoyl)amino]pyrrolidine-1-carboxylate C(C1=CC=CC=C1)OC[C@H]1N(C[C@H](C1(F)F)NS(NC)(=O)=O)C(=O)OC(C)(C)C